4-[1,5-bis[[tert-butyl(dimethyl)silyl]oxy-dideuterio-methyl]-8-oxabicyclo[3.2.1]octa-2,6-dien-3-yl]-2-(4,4-dimethylcyclohexen-1-yl)aniline [Si](C)(C)(C(C)(C)C)OC(C12C=C(CC(C=C1)(O2)C([2H])([2H])O[Si](C)(C)C(C)(C)C)C2=CC(=C(N)C=C2)C2=CCC(CC2)(C)C)([2H])[2H]